7-bromo-6-chloro-3-[3-(3-hydroxy-2-piperidinyl)-2-oxopropyl-(propanoyl)]-4(3H)-quinazolinone BrC1=C(C=C2C(N(C=NC2=C1)C(CCCC(CC1NCCCC1O)=O)=O)=O)Cl